FC=1C=C(C=C(C1)F)C=1SC=C(N1)C[C@@H]1N(CC[C@@H]1NS(=O)(=O)C)C(=O)OC(C)(C)C tert-butyl (2S,3S)-2-((2-(3,5-difluorophenyl)-1,3-thiazol-4-yl)methyl)-3-((methylsulfonyl)amino)pyrrolidine-1-carboxylate